propan-2-ylpyrrolidine-1-carboxylate CC(C)OC(=O)N1CCCC1